PYRIDOPYRAZIN N1=CC=NC2=C1C=CC=N2